C(CC)NC(O[C@@H]1C[C@@H](CC1)C1=CC(=NN1)NC(=O)C1=CC(=NC=C1)OC)=O (1S,3R)-3-(3-{[(2-methoxypyridin-4-yl)carbonyl]amino}-1H-pyrazol-5-yl)cyclopentyl propylcarbamate